(S)-2-((1r,5S,9r)-3-acetyl-3-azabicyclo[3.3.1]nonane-9-carboxamido)-9-(5,6,7,8-tetrahydro-1,8-naphthyridin-2-yl)nonanoic acid C(C)(=O)N1C[C@@H]2CCC[C@H](C1)C2C(=O)N[C@H](C(=O)O)CCCCCCCC2=NC=1NCCCC1C=C2